NCC(=O)NC1=NC(=C(C=C1)N=NC1=C(C=CC=C1)OCC=1OC(OC1C)=O)N amino-N-(6-amino-5-((2-((5-methyl-2-oxo-1,3-dioxol-4-yl)methoxy)phenyl)diazenyl)pyridin-2-yl)acetamide